(4-bromo-2-fluorophenyl)dicyclohexylphosphine oxide BrC1=CC(=C(C=C1)P(C1CCCCC1)(C1CCCCC1)=O)F